FC1(OC2=C(O1)C=CC(=C2)NC(=O)NC2=CC(=C(C=C2)OCCN(C)C)C=2N(N=CC2)C)F 1-(2,2-Difluoro-benzo[1,3]dioxol-5-yl)-3-[4-(2-dimethylamino-ethoxy)-3-(2-methyl-2H-pyrazol-3-yl)-phenyl]-urea